F[C@H]1C(NCC[C@H]1N1CCC2=C1N=NC(=C2)C2=CC1=C(N=C(S1)C)C=C2O)(C)C 6-{7-[(3r,4r)-3-fluoro-2,2-dimethylpiperidin-4-yl]-6,7-dihydro-5H-pyrrolo[2,3-c]pyridazin-3-yl}-2-methyl-1,3-benzothiazol-5-ol